benzyl (S)-3-cyclopropyl-2-(2-oxooxazolidin-3-yl)propanoate C1(CC1)C[C@@H](C(=O)OCC1=CC=CC=C1)N1C(OCC1)=O